FC(C1=CC=C(O1)C(=O)O)(F)F 5-(trifluoromethyl)furan-2-carboxylic acid